N-(2-(1H-indol-3-yl)ethyl)-3,4-difluoro-2-((3,4,5-trimethoxyphenyl)amino)benzamide N1C=C(C2=CC=CC=C12)CCNC(C1=C(C(=C(C=C1)F)F)NC1=CC(=C(C(=C1)OC)OC)OC)=O